FC=1C=C(C=CC1)[B-](C1=CC(=CC=C1)F)(C1=CC(=CC=C1)F)C1=CC(=CC=C1)F.CN(C)C(N(C)C)=N\C(=[NH+]/C1CCCCC1)\NC1CCCCC1 (Z)-{[bis(dimethylamino)methylidene]amino}-N-cyclohexyl-(cyclohexylamino)methaniminium tetrakis(3-fluorophenyl)borate